(4-cyanophenyl)-7-((diethylamino)methyl)-8,8a-dihydroxy-1-methoxy-6-phenyl-5a,7,8,8a-tetrahydro-6H-cyclopenta[4,5]furo[3,2-c]pyridine-3-carbonitrile C(#N)C1=CC=C(C=C1)C=1C2=C(C(=NC1C#N)OC)C1(C(O2)C(C(C1O)CN(CC)CC)C1=CC=CC=C1)O